glycine sodium sulfate S(=O)(=O)([O-])[O-].[Na+].NCC(=O)O.[Na+]